CC1=CC2=C(N=C(N=C2N2CCC3(CCNC3)CC2)C=2C(=NNC2)C)C=N1 6-methyl-2-(3-methyl-1H-pyrazol-4-yl)-4-(2,8-diazaspiro[4.5]decan-8-yl)pyrido[3,4-d]pyrimidine